C1(CC1)C=1SC(=CN1)C=1C=C(C=CC1)N(C(=O)[C@@H]1CC[C@H](CC1)OCCNC)C[C@@H]1CC[C@H](CC1)C1=CC(=C(C=C1)OC)C trans-N-(3-(2-cyclopropylthiazol-5-yl)phenyl)-N-((trans-4-(4-methoxy-3-methylphenyl)cyclohexyl)methyl)-4-(2-(methylamino)ethoxy)cyclohexanecarboxamide